FC1=CC=C(C=C1)C1C(C1)C=1C=C(N=NC1OC)C=1C=NC=NC1 5-(5-(2-(4-fluorophenyl)cyclopropyl)-6-methoxypyridazin-3-yl)pyrimidine